OC(=O)C(F)(F)F.C[C@H]1N(C[C@@H](NC1)C)C(=O)OC1=CC=2C=C3C(=NC2C=C1)C1=CC2=C(C(N1C3)=O)COC(C2(O)CC)=O 4-ethyl-4-hydroxy-3,14-dioxo-3,4,12,14-tetrahydro-1H-pyrano[3',4':6,7]indolizino[1,2-b]quinolin-9-yl (2R,5S)-2,5-dimethylpiperazine-1-carboxylate TFA salt